CNCC[C@@H](C=1SC=CC1)OC1=CC=CC2=CC=CC=C12 (S)-N-methyl-3-(1-naphthyloxy)-3-(2-thienyl)-1-propylamine